6-[2-(difluoromethyl)-6-(4-piperazin-1-yl-1-piperidinyl)-3-pyridinyl]-2,8-dimethyl-imidazo[1,2-a]Pyridine FC(C1=NC(=CC=C1C=1C=C(C=2N(C1)C=C(N2)C)C)N2CCC(CC2)N2CCNCC2)F